[C].[Cu]=O.[Cu] copper-copper oxide carbon